2-(((S)-1-(((S)-1,1-bis(3,4-dimethoxyphenyl)propan-2-yl)amino)-3-methyl-1-oxobutan-2-yl)carbamoyl)-4-methoxypyridin-3-yl ethyl carbonate C(OC=1C(=NC=CC1OC)C(N[C@H](C(=O)N[C@H](C(C1=CC(=C(C=C1)OC)OC)C1=CC(=C(C=C1)OC)OC)C)C(C)C)=O)(OCC)=O